2,2-dimethyl-1-(2,6-diazaspiro[3.3]heptan-2-yl)propan-1-one CC(C(=O)N1CC2(C1)CNC2)(C)C